ClC1=C(C=2N=C(NC(C2C(=N1)OC(C(F)(F)F)[C@H]1[C@@H]2CC[C@H](CN1)N2C(=O)OC(C)(C)C)=O)SC)F tert-butyl (1S,2R,5R)-2-(1-((7-chloro-8-fluoro-2-(methylthio)-4-oxo-3,4-dihydropyrido[4,3-d]pyrimidin-5-yl)oxy)-2,2,2-trifluoroethyl)-3,8-diazabicyclo[3.2.1]octane-8-carboxylate